3,5-dichloro-4-((5-fluoro-6-isopropylaminopyrimidin-4-yl)oxy)aniline Methyl-(2S)-2-[(2,4-dimethoxyphenyl)methylamino]-3-methylsulfanyl-propanoate COC([C@@H](CSC)NCC1=C(C=C(C=C1)OC)OC)=O.ClC=1C=C(N)C=C(C1OC1=NC=NC(=C1F)NC(C)C)Cl